(S)-2-(4-bromophenylsulphonamido)-3-(1H-indol-3-yl)propionic acid BrC1=CC=C(C=C1)S(=O)(=O)N[C@H](C(=O)O)CC1=CNC2=CC=CC=C12